(1S,3R,4S)-2-((3-chloro-2-methylphenyl)glycyl)-N-((S)-1-cyano-2-((S)-2-oxopiperidin-3-yl)ethyl)-5,5-difluoro-2-azabicyclo[2.2.2]octane-3-carboxamide ClC=1C(=C(C=CC1)NCC(=O)N1[C@@H]2CC([C@H]([C@@H]1C(=O)N[C@@H](C[C@H]1C(NCCC1)=O)C#N)CC2)(F)F)C